C(C(=C)C)(=O)OCCC1=CC=C(C=C1)Br (4-bromophenyl)ethyl methacrylate